BrC=1C=C(C(=NC1)C#CCCN1CCCCC1)N(C(OC(C)(C)C)=O)C(=O)OC(C)(C)C tert-Butyl N-[5-bromo-2-[4-(piperidin-1-yl)but-1-yn-1-yl]pyridin-3-yl]-N-[(tert-butoxy)carbonyl]carbamate